N[C@@H](C(C)(C)S)C(=S)S dithiopenicillamine